C(C)S(=O)(=O)NC1=NC=CC(=C1)CC1=CC(=C(N(C1=O)C)NC1=C(C=C(C=C1)I)F)C(=O)O 5-[[2-(Ethylsulfonylamino)Pyridine-4-yl]Methyl]-2-(2-Fluoro-4-iodoanilino)-1-methyl-6-oxopyridine-3-carboxylic acid